Cl.FC1(CCC(CC1)CN)F 4,4-difluorocyclohexylmethylamine hydrochloride